5-{6-[2-(2-Cyano-7-fluoro-4-methoxy-indol-1-yl)-ethylamino]-pyrimidin-4-yl}-3-ethoxy-thiophene-2-carboxylic acid (2-methoxy-ethyl)-amide COCCNC(=O)C=1SC(=CC1OCC)C1=NC=NC(=C1)NCCN1C(=CC2=C(C=CC(=C12)F)OC)C#N